tert-butyl peroxypivalate tert-hexyl-peroxypivalate C(C)(C)(CCC)CC(C(=O)OO)(C)C.C(C(C)(C)C)(=O)OOC(C)(C)C